N[C@@H]1COCC12CCN(CC2)C=2N(C(C1=C(N2)NC=C1C1=CC2=CN(N=C2C=C1)CC)=O)C 2-[(4S)-4-amino-2-oxa-8-azaspiro[4.5]decan-8-yl]-5-(2-ethyl-2H-indazol-5-yl)-3-methyl-3H,4H,7H-pyrrolo[2,3-d]pyrimidin-4-one